NC=1N=C(C=C2C=C(N=CC12)NC(=O)[C@H]1[C@@H](C1)C#N)C=1C=NC=C(C1C)N trans-N-[8-amino-6-(5-amino-4-methyl-3-pyridyl)-2,7-naphthyridin-3-yl]-2-cyano-cyclopropanecarboxamide